(1R,5S)-3-(4-aminophenyl)-3,8-diazabicyclo[3.2.1]octane-8-carboxylic acid tert-butyl ester C(C)(C)(C)OC(=O)N1[C@H]2CN(C[C@@H]1CC2)C2=CC=C(C=C2)N